FC(CN1N=C(C=C1)N)(F)F (2,2,2-trifluoroethyl)-1H-pyrazol-3-amine